5-cyclopropyl-4-[(mesyloxy)methyl]-3-methylisoxazole C1(CC1)C1=C(C(=NO1)C)COS(=O)(=O)C